O1C(COC2=C1C=CC=C2)C2=CC=C(CC13CCC(CC1)N3)C=C2 1-[4-(2,3-dihydro-1,4-benzodioxin-2-yl)benzyl]-7-azabicyclo[2.2.1]heptane